2-fluoro-4-(((3S,4R)-4-hydroxy-4-(hydroxymethyl)-1-((2-(trifluoromethyl)pyrimidin-5-yl)sulfonyl)pyrrolidin-3-yl)oxy)benzonitrile FC1=C(C#N)C=CC(=C1)O[C@H]1CN(C[C@]1(CO)O)S(=O)(=O)C=1C=NC(=NC1)C(F)(F)F